C1=CC2=NC3=C(C=CC=C3N[C@H]2C(=C1)C(=O)O)C(=O)O The molecule is a member of the class of phenazines that is (5aS)-5,5a-dihydrophenazine substituted at positions 1 and 6 by carboxy groups. It has a role as a bacterial metabolite. It is a member of phenazines and an amino dicarboxylic acid. It is a conjugate acid of a (5aS)-5,5a-dihydrophenazine-1,6-dicarboxylate.